NCCNCCC[Si](OCCCC)(OCCCC)OCCCC N-(2-aminoethyl)-3-aminopropyltris(2-ethylethoxy)silane